(S)-2-(2-Ethyl-morpholin-4-yl)-9-(2-oxo-2-pyridin-2-yl-ethyl)-8-trifluoromethyl-6,7,8,9-tetrahydro-pyrimido[1,2-a]-pyrimidin-4-one C(C)C1CN(CCO1)C=1N=C2N(C(C1)=O)CC[C@H](N2CC(C2=NC=CC=C2)=O)C(F)(F)F